[Al].[Ca] Calcium-Aluminum